C(C)(=O)C1=C(C2=C(N=C(N=C2)NC2=NC=C(C=C2)N2CC3CCC(C2)N3C3=CC=C(C=C3)CCl)N(C1=O)C1CCCC1)C 6-acetyl-2-((5-(8-(4-(chloromethyl)phenyl)-3,8-diazabicyclo[3.2.1]octan-3-yl)pyridin-2-yl)amino)-8-cyclopentyl-5-methylpyrido[2,3-d]pyrimidin-7(8H)-one